FC1=CC=CC(=N1)C(N1C[C@@H](N(C[C@H]1C)C1=CC(N(C=2C=CC(=NC12)C#N)C)=O)C)C1=CC=C(C=C1)OC(F)(F)F 8-((2s,5r)-4-((6-fluoropyridin-2-yl)(4-(trifluoromethoxy)phenyl)methyl)-2,5-dimethylpiperazin-1-yl)-5-methyl-6-oxo-5,6-dihydro-1,5-naphthyridine-2-carbonitrile